7-(3-(2-(1-(phenylsulfonyl)-1H-pyrrolo[2,3-b]pyridin-3-yl)thiazol-4-yl)phenyl)-6,7-dihydro-5H-cyclopenta[b]pyridin-7-ol C1(=CC=CC=C1)S(=O)(=O)N1C=C(C=2C1=NC=CC2)C=2SC=C(N2)C=2C=C(C=CC2)C2(CCC=1C2=NC=CC1)O